CN1N=CC(=C1)C1=NC=CC=C1C1CC(C(O1)=O)=C 5-(2-(1-methyl-1H-pyrazol-4-yl)pyridin-3-yl)-3-methylenedihydrofuran-2(3H)-one